C[C@]12[C@H]3CC[C@]4([C@H]([C@@H]3CC=C2C[C@H](CC1)O)CC[C@@H]4[C@@H](COC4=NC=CC(=C4)C)C)C (1R,3aS,3bS,7S,9aR,9bS,11aS)-9a,11a-dimethyl-1-[(2S)-1-[(4-methylpyridin-2-yl)oxy]propan-2-yl]-1H,2H,3H,3aH,3bH,4H,6H,7H,8H,9H,9aH,9bH,10H,11H,11aH-cyclopenta[a]phenanthren-7-ol